C(C)(=O)N1[C@H](CCC2=CC(=CC=C12)C1=CC=C(C(=O)NCCCNC(=O)C2=CC=3N=C(N=C(C3S2)N2CCOCC2)Cl)C=C1)C (S)-N-(3-(4-(1-acetyl-2-methyl-1,2,3,4-tetrahydroquinolin-6-yl)benzamido)propyl)-2-chloro-4-morpholinothieno[3,2-d]pyrimidine-6-carboxamide